6-chloro-4-(1H-imidazol-1-yl)-N-((1r,4r)-4-methoxycyclohexyl)picolinamide ClC1=CC(=CC(=N1)C(=O)NC1CCC(CC1)OC)N1C=NC=C1